3,5-Dimethyl-1-aminoadamantane hydrochloride Cl.CC12CC3(CC(CC(C1)(C3)C)C2)N